ClC1=C(C(=O)NC2=C3C=NN(C3=CC=C2)C2=CC(=C(C=C2)C)Cl)C(=CC=C1CNC(C(C)(C)C)=O)Cl 2,6-dichloro-N-[1-(3-chloro-4-methylphenyl)-1H-indazol-4-yl]-3-{[(2,2-dimethylpropanoyl)amino]methyl}benzamide